C(C)(C)(C)NC(OC(=O)OC(C)(C)C)=O Boc (t-butyl carbamate)